3-phenyl-1,2,4-oxadiazol-5(4H)-one C1(=CC=CC=C1)C1=NOC(N1)=O